C(=O)(O)CCSC(=S)SC(CCC(=O)O)(C)C#N 4-{[(2-carboxyethyl)sulfanylthiocarbonyl]sulfanyl}-4-cyanopentanoic acid